calcium bis(stearate) C(CCCCCCCCCCCCCCCCC)(=O)[O-].C(CCCCCCCCCCCCCCCCC)(=O)[O-].[Ca+2]